CN1CCC2=C(CC1)C=C1C(=C2)OC(=N1)CC(=O)O 2-(7-Methyl-6,7,8,9-tetrahydro-5H-oxazolo[4',5':4,5]benzo[1,2-d]azepine-2-yl)acetic acid